C(\C=C\C(=O)O)(=O)O.C(C)N(C(C1=C(C=CC(=C1)F)OC1=C(N=CN=N1)N1CC2(CN(C2)[C@H](CCNC(C)C)C(C)C)CC1)=O)C(C)C (R)-N-ethyl-5-fluoro-N-isopropyl-2-((5-(2-(1-(isopropylamino)-4-methylpentan-3-yl)-2,6-diazaspiro[3.4]octan-6-yl)-1,2,4-triazin-6-yl)oxy)benzamide fumarate